[N-](S(=O)(=O)C(F)(F)F)S(=O)(=O)C(F)(F)F.C[N+](CCCCCCCC)(C)C trimethyl-octyl-ammonium bis(trifluoromethanesulfonyl)imide salt